FC1=C(C(=CC=C1)OC)C1=C(C(=O)N)C=CC(=N1)NC1=NC=C(C(=C1)N1C[C@H](CCC1)O)C#CC1CCOCC1 2-(2-fluoro-6-methoxyphenyl)-6-((4-((S)-3-hydroxypiperidin-1-yl)-5-((tetrahydro-2H-pyran-4-yl)ethynyl)pyridin-2-yl)amino)nicotinamide